C(C)(C)(C)C(C(=O)NC)N1C(C2=CC=C(C=C2C1=O)C1=NC(=NC=C1Cl)NC1CCOCC1)C tert-butyl-2-(5-{5-chloro-2-[(oxacyclohexan-4-yl)amino]pyrimidin-4-yl}-1-methyl-3-oxo-2,3-dihydro-1H-isoindol-2-yl)-N-methylacetamide